2-phenyl-5-(3-chlorophenyl)oxazole C1(=CC=CC=C1)C=1OC(=CN1)C1=CC(=CC=C1)Cl